1-butanol 3-methyl-acetate CC(C)CCOC(=O)C